OC(C(=O)[O-])CC hydroxylbutyrate